O[C@H]1CN(CC1)CCCOC=1C(=C(C=CC1)C1=C(C(=CC=C1)OCCCN1CC(CC1)(O)C1=CC=CC=C1)C)C 1-(3-((3'-(3-((R)-3-hydroxypyrrolidin-1-yl)propoxy)-2,2'-dimethyl-[1,1'-biphenyl]-3-yl)oxy)propyl)-3-phenylpyrrolidin-3-ol